(Z)-N,1-Dimethyl-3-((1-(5-(4-methylpyridin-3-yl)-2-oxo-1H-pyrrolo[2,3-c]pyridin-3(2H)-ylidene)ethyl)amino)-1H-pyrazole-5-carboxamide CNC(=O)C1=CC(=NN1C)N\C(\C)=C\1/C(NC2=CN=C(C=C21)C=2C=NC=CC2C)=O